1,3-bis(methylene)benzene C=C1CC(CC=C1)=C